3-(6-(2-chloro-4-fluoro-5-methoxyphenyl)-3-(5-fluoroisoquinolin-4-yl)-2,4-dioxo-3,4-dihydrothieno[3,2-d]pyrimidin-1(2H)-yl)propanenitrile ClC1=C(C=C(C(=C1)F)OC)C1=CC=2N(C(N(C(C2S1)=O)C1=CN=CC2=CC=CC(=C12)F)=O)CCC#N